C(C)(C)(C)OC(=O)N1C[C@@H](CCC1)C=1C=CC=2N=CN=C(C2N1)NC1=CC(=C(C=C1)OC1=CC=2N(C=C1)N=CN2)C.N(=[N+]=[N-])CC2=C(C(=CC=C2)C2=CC=CC=C2)C#N azidomethylbiphenyl-carbonitrile tert-butyl-(R)-3-(4-((4-([1,2,4]triazolo[1,5-a]pyridin-7-yloxy)-3-methylphenyl)amino)pyrido[3,2-d]pyrimidin-6-yl)piperidine-1-carboxylate